C(CCCCC\C=C/C=C\CC)O (Z,Z)-7,9-Dodecadien-1-ol